5-(4-(2-[3-([[2,6-dimethoxy-4-(2-methyl-1-oxo-2,7-naphthyridin-4-yl)phenyl]methyl](methyl)amino)propoxy]ethyl)piperazin-1-yl)-2-(2,6-dioxopiperidin-3-yl)isoindole-1,3-dione COC1=C(C(=CC(=C1)C1=CN(C(C2=CN=CC=C12)=O)C)OC)CN(CCCOCCN1CCN(CC1)C=1C=C2C(N(C(C2=CC1)=O)C1C(NC(CC1)=O)=O)=O)C